3-(4-(4-(5-((4-(4-chloro-7,7-dimethyl-5-oxo-5,7-dihydroindolo[1,2-a]quinazolin-10-yl)-4-fluoropiperidin-1-yl)methyl)pyrazin-2-yl)piperazin-1-yl)-2,6-difluorophenyl)piperidine-2,6-dione ClC=1C=2C(N=C3N(C2C=CC1)C1=CC(=CC=C1C3(C)C)C3(CCN(CC3)CC=3N=CC(=NC3)N3CCN(CC3)C3=CC(=C(C(=C3)F)C3C(NC(CC3)=O)=O)F)F)=O